CC(CC)O methyl-propanol